3-(3,5-Di-tert-butylphenyl)-1,5-dimethyl-1H-pyrazol-4-ol C(C)(C)(C)C=1C=C(C=C(C1)C(C)(C)C)C1=NN(C(=C1O)C)C